O=C1NC(CCC1N1C(OC2=C1C=CC=C2C#CCOCCCNC(OC(C)(C)C)=O)=O)=O tert-butyl N-[3-[3-[3-(2,6-dioxo-3-piperidyl)-2-oxo-1,3-benzoxazol-7-yl]prop-2-ynoxy]propyl]carbamate